COC=C(C)[C@H]1CC[C@H]2[C@@H]3CC[C@H]4C[C@@](CC[C@@]4([C@H]3CC[C@]12C)C)(O)C (3R,5S,8R,9S,10S,13S,14S,17S)-17-(2-methoxy-1-methyl-vinyl)-3,10,13-trimethyl-1,2,4,5,6,7,8,9,11,12,14,15,16,17-tetradecahydrocyclopenta[a]phenanthren-3-ol